FC1=CC=2CC[C@@H]3N(C(C2C=N1)=O)C[C@@H](CC3)C3=NOC(=N3)C3=NC=C(C=C3)F (6aR,9R)-3-fluoro-9-[5-(5-fluoropyridin-2-yl)-1,2,4-oxadiazol-3-yl]-6,6a,7,8,9,10-hexahydrodipyrido[1,2-a:4',3'-e]azepin-12(5H)-one